(S)-1-(4-((4-methylpiperazin-1-yl)methyl)phenyl)ethylamine trihydrochloride Cl.Cl.Cl.CN1CCN(CC1)CC1=CC=C(C=C1)[C@H](C)N